1-(2-Methoxy-5-(3,9-diazaspiro[5.5]undecane-3-carbonyl)phenyl)dihydropyrimidine-2,4(1H,3H)-dione COC1=C(C=C(C=C1)C(=O)N1CCC2(CC1)CCNCC2)N2C(NC(CC2)=O)=O